3',4'-dihydro-2'H-spiro[azetidine-3,1'-pyrrolo[1,2-a]pyrazine] C12(C=3N(CCN1)C=CC3)CNC2